(2'S,7R)-2'-methyl-2-(trifluoromethyl)spiro[4,5-dihydrothieno[2,3-c]pyran-7,4'-piperidine]-4-ol C[C@@H]1NCC[C@]2(C1)OCC(C1=C2SC(=C1)C(F)(F)F)O